2-(methylthio)-1-(2-(5-(4-(trifluoromethyl)phenyl)imidazol-2-yl)piperidin-1-yl)propan-1-one CSC(C(=O)N1C(CCCC1)C=1NC(=CN1)C1=CC=C(C=C1)C(F)(F)F)C